FC1(C[C@@]12CCC=1N(C2)N=C(C1C1=C2C(=NC(=C1F)C)NN=C2)C2=NC=C(C=C2)F)F (R)-2,2-difluoro-3'-(5-fluoro-6-methyl-1H-pyrazolo[3,4-b]pyridin-4-yl)-2'-(5-fluoropyridin-2-yl)-4',5'-dihydro-7'H-spiro[cyclopropane-1,6'-pyrazolo[1,5-a]pyridine]